thiopyran-1-imine 1-oxide S1(CC=CC=C1)(=N)=O